2,2'-diamino-4,4'-difluorobibenzyl NC1=C(C=CC(=C1)F)CCC1=C(C=C(C=C1)F)N